ethyl 6-(4-(difluoromethoxy)phenyl)-4-hydroxy-1-(2-morpholinoethyl)-2-oxo-1,2-dihydroquinoline-3-carboxylate FC(OC1=CC=C(C=C1)C=1C=C2C(=C(C(N(C2=CC1)CCN1CCOCC1)=O)C(=O)OCC)O)F